7,7-bis[3-bromo-4-(2-hydroxyethoxy)phenyl]benzanthracene tert-butyl-(3R)-3-[[4-[2-hydroxy-4-(trifluoromethyl)phenyl]-5,6,7,8-tetrahydrophthalazin-1-yl]amino]piperidine-1-carboxylate C(C)(C)(C)OC(=O)N1C[C@@H](CCC1)NC1=NN=C(C=2CCCCC12)C1=C(C=C(C=C1)C(F)(F)F)O.BrC=1C=C(C=CC1OCCO)C1(C=2C=CC=CC2CC=2C3=C(C=CC12)C=CC=C3)C3=CC(=C(C=C3)OCCO)Br